α-glycidoxypropyl-methyl-dimethoxysilane COPPER(I) ACETYLIDE HYDRATE O.[C-]#[C-].[Cu+].C(C1CO1)OC(CC)[Si](OC)(OC)C.[Cu+]